C1(CCCC1)N1[C@@H](C(N(C=2C=NC(=NC12)NC1=C(C=C(C(=O)O)C=C1)OC)C)=O)CCC (R)-4-((8-cyclopentyl-5-methyl-6-oxo-7-propyl-5,6,7,8-tetrahydropteridin-2-yl)amino)-3-methoxybenzoic acid